ClC=1C(N(N=CC1N1C[C@@H](CC1)OC1=NC=C(C(=C1)C=1C(=NOC1C)C)F)CCO)=O (R)-4-chloro-5-(3-((4-(3,5-dimethylisoxazol-4-yl)-5-fluoropyridin-2-yl)oxy)pyrrolidin-1-yl)-2-(2-hydroxyethyl)pyridazin-3(2H)-one